3-(6-(1-((1H-indol-3-yl)methyl)-1H-1,2,3-triazol-4-yl)-2-aminopyrimidin-4-yl)2-methylbenzonitrile N1C=C(C2=CC=CC=C12)CN1N=NC(=C1)C1=CC(=NC(=N1)N)C=1C(=C(C#N)C=CC1)C